N[C@@H](CCCCN)C(=O)O.[Cl-].[K+] potassium chloride monolysinate